(5-(3-(2-(cyclopropanecarboxamido)imidazo[1,2-a]pyridin-5-yl)-4-methylphenyl)furan-2-yl)phosphonic acid C1(CC1)C(=O)NC=1N=C2N(C(=CC=C2)C=2C=C(C=CC2C)C2=CC=C(O2)P(O)(O)=O)C1